6-(methoxymethyl)pyridine-2-carbaldehyde COCC1=CC=CC(=N1)C=O